5-(hydroxymethyl)pyrazole OCC1=CC=NN1